C(C)(=O)C1C(C1C(=O)O)(C)C racemic-3-acetyl-2,2-dimethyl-cyclopropanecarboxylic acid